N-[3-(2-fluorophenyl)-1-[[2-(trimethylsilyl)ethoxy]methyl]pyrrolo[2,3-b]pyridin-6-yl]cyclopropanecarboxamide FC1=C(C=CC=C1)C1=CN(C2=NC(=CC=C21)NC(=O)C2CC2)COCC[Si](C)(C)C